FC=1C=C(C=C2CC(CC12)C=O)C1OCCC1C(=O)N (7-fluoro-2-formyl-indan-5-yl)tetrahydrofuran-3-carboxamide